anti-Glutamine Aspartate N[C@@H](CC(=O)O)C(=O)O.N[C@@H](CCC(N)=O)C(=O)O